C(=O)O.NC(C(F)F)C=1SC(=C(N1)C)OC1=C(C=C(C=C1)N1N=CN(C1=O)CC1=C(C=CC=C1F)F)F 2-(4-((2-(1-amino-2,2-difluoroethyl)-4-methylthiazol-5-yl)oxy)-3-fluorophenyl)-4-(2,6-difluorobenzyl)-2,4-dihydro-3H-1,2,4-triazol-3-one formate